(3R,4R)-4-(2-chloro-6-fluoro-phenyl)-1-(2,2-difluoropropyl)pyrrolidine-3-carboxylic acid ClC1=C(C(=CC=C1)F)[C@H]1[C@H](CN(C1)CC(C)(F)F)C(=O)O